C(#N)CC1=C(C=CC=C1)[Si](OCCC)(OCCC)OCCC o-(cyanomethyl)phenyltripropoxysilane